(3E)-1-bromo-14,14-didecanyloxy-3-tetradecene BrCC\C=C\CCCCCCCCCC(OCCCCCCCCCC)OCCCCCCCCCC